2-(2-phenylquinolin-7-yl)-4,5,5a,6,8,8a-hexahydrofurano[3,4-e]pyrazolo[1,5-a]pyrimidine-3-carboxamide C1(=CC=CC=C1)C1=NC2=CC(=CC=C2C=C1)C1=NN2C(NCC3C2COC3)=C1C(=O)N